monoaminodisiloxane N[SiH2]O[SiH3]